C(C)(C)(C)OC(=O)N1CC2=CC(=C(C=C2CC1)OCCN(C)C)N.FCC1NC(OC1)=O 4-(fluoromethyl)oxazolidin-2-one tert-butyl-7-amino-6-(2-(dimethylamino)ethoxy)-3,4-dihydroisoquinoline-2(1H)-carboxylate